OC1C(=O)NCCCC1 hydroxy-epsilon-caprolactam